6-(trifluoromethyl)-[1,1'-biphenyl]-3-amine FC(C1=CC=C(C=C1C1=CC=CC=C1)N)(F)F